N-(2-fluoro-2-methylpropyl)-5-(3-((1-methylpiperidin-4-yl)oxy)quinoxalin-6-yl)-7H-pyrrolo[2,3-d]pyrimidin-2-amine FC(CNC=1N=CC2=C(N1)NC=C2C=2C=C1N=C(C=NC1=CC2)OC2CCN(CC2)C)(C)C